6-methyl-4-(methylthio)-2-oxo-1,2-dihydropyridin-3-yl-methyl-2-(trans-4-(methylamino)cyclohexyl)benzo[d][1,3]dioxole-5-carboxylate hydrochloride Cl.CC1=CC(=C(C(N1)=O)OC(=O)C1=C(C2=C(OC(O2)[C@@H]2CC[C@H](CC2)NC)C=C1)C)SC